N-(6-amino-5-methyl-3-pyridyl)-2-[(2S,5R)-5-methyl-2-(2-oxo-3,4-dihydro-1H-Quinolin-6-yl)-1-piperidyl]-2-oxo-acetamide NC1=C(C=C(C=N1)NC(C(=O)N1[C@@H](CC[C@H](C1)C)C=1C=C2CCC(NC2=CC1)=O)=O)C